(R)-N-((R/S)-1-(indolin-4-yl)ethyl)-2-methylpropan-2-sulfinamide N1CCC2=C(C=CC=C12)[C@@H](C)N[S@](=O)C(C)(C)C |&1:9|